methyl 5-bromo-1-(cyclopropylmethyl)-2-oxopyridine-3-carboxylate BrC=1C=C(C(N(C1)CC1CC1)=O)C(=O)OC